FC(NC(C)=O)F N-(difluoromethyl)acetamide